4-{[6-(2,2-difluoroethoxy)-1-(1-formylpiperidin-4-yl)-2,4-dioxo-1,4-dihydroquinazolin-3(2H)-yl]methyl}-N-(2-methoxyethyl)benzamide FC(COC=1C=C2C(N(C(N(C2=CC1)C1CCN(CC1)C=O)=O)CC1=CC=C(C(=O)NCCOC)C=C1)=O)F